C(C)N(C(OC(C)(C)C)=O)C(C)C1=CC(=NC=C1)C=1N=C(C=2N(C1)C=CN2)OCC[Si](C)(C)C tert-butyl ethyl(1-(2-(8-(2-(trimethylsilyl)ethoxy)imidazo[1,2-a]pyrazin-6-yl)pyridin-4-yl)ethyl)carbamate